6-((tetrahydro-2H-pyran-4-yl)oxy)quinoline-4-carboxylic acid methyl ester COC(=O)C1=CC=NC2=CC=C(C=C12)OC1CCOCC1